N1=NC(=CC=C1)CC1(C(C=CC=C1)N)N 1-(pyridazin-3-ylmethyl)benzene-1,2-diamine